NC=1C=C(C(=O)OC)C=C(C1N[C@H](CO)CC=C)[N+](=O)[O-] methyl (S)-3-amino-4-((1-hydroxypent-4-en-2-yl) amino)-5-nitrobenzoate